C(C)(C)(C)C1N(CCCC1)CC=1C=C2C(N(C(C2=CC1)=O)C1C(NC(CC1)=O)=O)=O tert-Butyl-1-((2-(2,6-dioxopiperidin-3-yl)-1,3-dioxoisoindolin-5-yl)methyl)piperidine